O1C=NC2=C1C=C(C=C2)NC2=NC1=C(C=CC=C1C=N2)OC2CCC(CC2)O 4-{[2-(benzo[d]oxazol-6-ylamino)quinazolin-8-yl]oxy}cyclohexanol